(2R,4R)-N2-(5-((+)-1-amino-1-(3-cyanophenyl)-3-cyclopropylpropyl)-2-fluorophenyl)-4-hydroxy-N1-(4-nitrophenyl)pyrrolidine-1,2-dicarboxamide NC(CCC1CC1)(C1=CC(=CC=C1)C#N)C=1C=CC(=C(C1)NC(=O)[C@@H]1N(C[C@@H](C1)O)C(=O)NC1=CC=C(C=C1)[N+](=O)[O-])F